2-(7-methyl-4-{[(thiophen-2-yl)methyl]amino}thieno[3,2-c]pyridazin-6-yl)propan-2-ol CC1=C(SC2=C1N=NC=C2NCC=2SC=CC2)C(C)(C)O